(4S,5R,6S)-1,4,5-trimethyl-6-vinyloxy-cyclohexene CC1=CC[C@@H]([C@H]([C@@H]1OC=C)C)C